1-[4-(2-Methoxyethoxy)phenyl]piperazine dihydrochloride Cl.Cl.COCCOC1=CC=C(C=C1)N1CCNCC1